(R)-1-((7-Cyano-2-(3'-(2-(difluoromethyl)-7-((3-hydroxypyrrolidin-1-yl)methyl)pyrido[3,2-d]pyrimidin-4-ylamino)-2,2'-dimethylbiphenyl-3-yl)benzo[d]oxazol-5-yl)methyl)piperidin C(#N)C1=CC(=CC=2N=C(OC21)C=2C(=C(C=CC2)C2=C(C(=CC=C2)NC=2C1=C(N=C(N2)C(F)F)C=C(C=N1)CN1C[C@@H](CC1)O)C)C)CN1CCCCC1